N-(2-(4,4-difluoro-[1,4'-bipiperidine]-1'-yl)-5-((6-((R)-3-(2,3-difluorophenyl)isoxazolidine-2-yl)pyrimidine-4-yl)amino)-4-methoxy-phenyl)acrylamide FC1(CCN(CC1)C1CCN(CC1)C1=C(C=C(C(=C1)OC)NC1=NC=NC(=C1)N1OCC[C@@H]1C1=C(C(=CC=C1)F)F)NC(C=C)=O)F